(6aR,9R)-5-bromo-N,N-diethyl-4,7-dimethyl-4,6,6a,7,8,9-hexahydroindolo[4,3-fg]quinoline-9-carboxamide BrC=1N(C2=CC=CC=3C4=C[C@H](CN([C@@H]4CC1C32)C)C(=O)N(CC)CC)C